C(=C)C=1C=CC=2N(C1)C=C(N2)CN2C(C1=CN=CC(=C1C=C2)N2CC1(C2)COCCC1)=O 2-((6-ethenylimidazo[1,2-a]pyridin-2-yl)methyl)-5-(6-oxa-2-azaspiro[3.5]nonan-2-yl)-1,2-dihydro-2,7-naphthyridin-1-one